[2H]C1(C([C@](CCC1)(NC1CC1)C1=C(C=CC=C1)Cl)=O)[2H] (R)-2,2-dideuterio-6-(2-chlorophenyl)-6-(cyclopropylamino)cyclohexanone